(3aR,5r,6aS)-5-hydroxycyclopenta[c]pyrrole-2(1H)-carboxylic acid tert-butyl ester C(C)(C)(C)OC(=O)N1CC=2C(=C1)C=C(C2)O